5-(6,7-dihydro-5H-cyclopenta[b]pyrazin-5-yl)-7-(piperidin-4-yl)pyrido[2,3-b]pyrazin-6(5H)-one N1=C2C(=NC=C1)C(CC2)N2C(C(=CC=1C2=NC=CN1)C1CCNCC1)=O